NC1=C(C=NN1)C(=O)NC1=CC=C(C=C1)SC 5-amino-N-(4-(methylthio)phenyl)-1H-pyrazole-4-carboxamide